((1S,2R,5R)-3-(2-((1-(3,4,5-trimethoxyphenyl)-1H-imidazol-4-yl)amino)pyrrolo[2,1-f][1,2,4]triazin-4-yl)-3-azabicyclo[3.1.0]hex-2-yl)methanol COC=1C=C(C=C(C1OC)OC)N1C=NC(=C1)NC1=NN2C(C(=N1)N1[C@H]([C@H]3C[C@H]3C1)CO)=CC=C2